2-(2-oxopyrrolidin-1-yl)ethyl acrylate C(C=C)(=O)OCCN1C(CCC1)=O